CN(CCO)CCNC 2-(methyl-(2-(methylamino)ethyl)amino)ethan-1-ol